N-methyl-N-ethylmorpholinium morpholine salt N1CCOCC1.C[N+]1(CCOCC1)CC